tert-butyl N-[2-(benzyloxy)-1-[2-(difluoromethoxy)pyridin-4-yl]ethyl]carbamate C(C1=CC=CC=C1)OCC(C1=CC(=NC=C1)OC(F)F)NC(OC(C)(C)C)=O